2-nitro-5-[(3S)-tetrahydrofuran-3-yl]Oxy-benzamide [N+](=O)([O-])C1=C(C(=O)N)C=C(C=C1)O[C@@H]1COCC1